O=C1N(CCC(N1)=O)C1=NN(C2=CC(=CC=C12)C=1CCN(CC1)C(=O)OC(C)(C)C)C Tert-butyl 4-[3-(2,4-dioxo-1,3-diazinan-1-yl)-1-methylindazol-6-yl]-3,6-dihydro-2H-pyridine-1-carboxylate